3-(6-bromo-3-(isoquinolin-4-yl)-2,4-dioxo-3,4-dihydrothieno[3,2-d]pyrimidin-1(2H)-yl)propanenitrile BrC1=CC=2N(C(N(C(C2S1)=O)C1=CN=CC2=CC=CC=C12)=O)CCC#N